C(C)(=O)N[C@H]1C[C@H](CCC1)C(=O)NC1=NC=C(C(=C1)C1=C2N(N=C1)CC(C2)(C)C)Cl (1S,3R)-3-acetamido-N-[5-chloro-4-(5,5-dimethyl-4,6-dihydropyrrolo[1,2-b]pyrazol-3-yl)pyridin-2-yl]cyclohexane-1-carboxamide